N-(4-(2-(dimethylamino)ethyl)phenyl)-1-methyl-9-(1-methyl-1H-pyrazol-4-yl)-6,7-dihydro-5H-benzo[c][1,2,3]triazolo[1,5-a]azepin-7-amine CN(CCC1=CC=C(C=C1)NC1C2=C(C=3N(CC1)N=NC3C)C=CC(=C2)C=2C=NN(C2)C)C